(R)-3-((benzyloxy)methyl)pyrrolidine-1,3-dicarboxylic acid 1-tert-butyl 3-methyl ester COC(=O)[C@]1(CN(CC1)C(=O)OC(C)(C)C)COCC1=CC=CC=C1